methyl 1-[6-(5-chloro-2-fluorophenyl)-4-[(2-{2-[(1S,4S)-5-methyl-2,5-diaza-bicyclo[2.2.1]heptan-2-yl]-acetamido}pyridin-4-yl)-amino]pyridazin-3-yl]azetidine-3-carboxylate ClC=1C=CC(=C(C1)C1=CC(=C(N=N1)N1CC(C1)C(=O)OC)NC1=CC(=NC=C1)NC(CN1[C@@H]2CN([C@H](C1)C2)C)=O)F